C(C(=C)C)(=O)OCCCC(CC(=O)[O-])=O.CC([O-])C.CC([O-])C.CC([O-])C.[Ti+4].OC1=C(C(=C(C=C1)N1C(C=CC1=O)=O)C)C N-(p-hydroxydimethylphenyl)maleimide titanium triisopropoxide mono(methacryloxyethylacetoacetate)